O=C1NC(CCC1N1CC2=CC=C(C=C2C1=O)CNC(=O)NC1=CC=C(C=C1)[N+](=O)[O-])=O 1-[[2-(2,6-dioxo-3-piperidyl)-3-oxo-isoindolin-5-yl]methyl]-3-(4-nitrophenyl)urea